FC(C1(CN(CC1)C=1C=2N(N=C(C1)C=1C(NC(NC1)=O)=O)C=CN2)C(F)(F)F)(F)F 5-(8-(3,3-bis(trifluoromethyl)pyrrolidin-1-yl)imidazo[1,2-b]pyridazin-6-yl)pyrimidine-2,4(1H,3H)-dione